(1S,3S)-3-((6-(5-(((4-(3-methoxypropoxy)pyrimidin-2-yl)amino)methyl)-1-methyl-1H-1,2,3-triazol-4-yl)-2-methylpyridin-3-yl)oxy)cyclohexane-1-carboxylic acid COCCCOC1=NC(=NC=C1)NCC1=C(N=NN1C)C1=CC=C(C(=N1)C)O[C@@H]1C[C@H](CCC1)C(=O)O